C(CCCCC)N(CCN(CCN1CCN(CC1)C(=O)OC(C)(C)C)CCCCCC)CCCCCC tert-Butyl 4-(2-((2-(dihexylamino)ethyl)(hexyl)amino)ethyl)piperazine-1-carboxylate